FC(C1=CC=CC(=N1)NC1=C(C(=NN1)C1=CC=C(C=C1)NS(=O)(=O)CC)C(=O)N)F 5-((6-(difluoromethyl)pyridin-2-yl)amino)-3-(4-(ethylsulfonamido)phenyl)-1H-pyrazole-4-carboxamide